S1C(=CC=C1)C1=CC=C(C=C1)OB(O)O 4-(2-thienyl)phenylboric acid